butyl 4-(5-((2,6-dioxopiperidin-3-yl)amino)pyridin-2-yl)piperidine-1-carboxylate O=C1NC(CCC1NC=1C=CC(=NC1)C1CCN(CC1)C(=O)OCCCC)=O